5-(2-chlorophenyl)-7-ethyl-1-methyl-1H-thieno[2,3-e][1,4]-diazepin-2(3H)-one ClC1=C(C=CC=C1)C=1C2=C(N(C(CN1)=O)C)SC(=C2)CC